FC1(CCN(CC1)C1=CC=CC(=N1)C(=O)NC1=C(C=C(C=C1)NS(=O)(=O)CCO)N1CCC2(CC2)CC1)F 6-(4,4-difluoropiperidin-1-yl)-N-(4-((2-hydroxyethyl)sulfonamido)-2-(6-azaspiro[2.5]octan-6-yl)phenyl)picolinamide